2-[[4-[2-(4-cyano-2-fluoro-phenyl)-2-methyl-1,3-benzodioxol-4-yl]-3,6-dihydro-2H-pyridin-1-yl]methyl]-3-[[(2S)-oxetan-2-yl]methyl]benzimidazole-5-carboxylic acid C(#N)C1=CC(=C(C=C1)C1(OC2=C(O1)C=CC=C2C=2CCN(CC2)CC=2N(C1=C(N2)C=CC(=C1)C(=O)O)C[C@H]1OCC1)C)F